OC(C)(C)C1=NC=CC(=C1)C1=C2C(=NC=C1)C=C(O2)C2=CC=C(C=C2)C(=O)N2[C@@H](COCC2)C (R)-(4-(7-(2-(2-hydroxypropan-2-yl)pyridin-4-yl)furo[3,2-b]pyridin-2-yl)phenyl)(3-methylmorpholino)methanone